OC1=C(C=C(C=C1)NC(C)=O)OC N-(4-hydroxy-3-methoxyphenyl)acetylAmine